CC1=CC(=C(C=C1)SSC2=C(C=C(C=C2)C)C)C dixylyl disulfide